N-((4R,5S,7R,8R,9S,10R)-8,10-dihydroxy-7-(hydroxymethyl)-9-(4-(3,4,5-trifluorophenyl)-1H-1,2,3-triazol-1-yl)-1,6-dioxaspiro[4.5]dec-4-yl)-2'-fluoro-[1,1'-biphenyl]-3-carboxamide O[C@H]1[C@H](O[C@@]2([C@@H](CCO2)NC(=O)C=2C=C(C=CC2)C2=C(C=CC=C2)F)[C@@H]([C@H]1N1N=NC(=C1)C1=CC(=C(C(=C1)F)F)F)O)CO